C(C1=CC=CC=C1)N(CCCC)CC1=CC=C(O1)C(C)=O 1-(5-((benzyl-(butyl)amino)methyl)furan-2-yl)ethan-1-one